BrC1=C(C=C(C=C1)N1C=NN=C1)COC 4-(4-bromo-3-(methoxymethyl)phenyl)-4H-1,2,4-triazole